N[C@H](C(=O)OC)CC1C(NCC1)=O methyl (2S)-2-amino-3-(2-oxopyrrolidin-3-yl)propanoate